OCC1([C@@H](O)[C@H](O)[C@H](O1)CO)N[C@@H](CCCCN)C(=O)O fructosyllysine